O=C1NC(CCC1N1C(C2=CC=C(C=C2C=N1)NCCOCCOCCOCC(=O)O)=O)=O 2-{2-[2-(2-{[2-(2,6-dioxopiperidin-3-yl)-1-oxo-1,2-dihydrophthalazin-6-yl]amino}ethoxy)ethoxy]ethoxy}acetic acid